tert-Butyl (3S,5R)-3-methyl-5-[2-[[1-methyl-3-[2-(methylamino)-2-oxo-ethoxy]-6-nitro-2-oxo-8-quinolyl]oxy]ethoxy]piperidine-1-carboxylate C[C@@H]1CN(C[C@@H](C1)OCCOC=1C=C(C=C2C=C(C(N(C12)C)=O)OCC(=O)NC)[N+](=O)[O-])C(=O)OC(C)(C)C